(S)-6-(5-((3-chloro-2,4-Difluorophenyl)(methyl)carbamoyl)-2-oxoimidazolidin-1-yl)-4-(trifluoromethyl)thieno[2,3-b]pyridine ClC=1C(=C(C=CC1F)N(C(=O)[C@@H]1CNC(N1C1=CC(=C2C(=N1)SC=C2)C(F)(F)F)=O)C)F